4-(2-fluoro-6-methoxyphenyl)-N-(5-((5-hydroxy-5,6,7,8-tetrahydroquinolin-2-yl)methoxy)-1,3,4-thiadiazol-2-yl)-6-methylnicotinamide FC1=C(C(=CC=C1)OC)C1=CC(=NC=C1C(=O)NC=1SC(=NN1)OCC1=NC=2CCCC(C2C=C1)O)C